C(C)(C)C1=CNC2=NC=C(C=C21)B2OC(C(O2)(C)C)(C)C 3-isopropyl-5-(4,4,5,5-tetramethyl-1,3,2-dioxaborol-2-yl)-1H-Pyrrolo[2,3-b]pyridine